C=CC=CC=CC=C 7E-octtetraene